2-(4-chloro-3-fluorophenoxy)-N-[3-(5-{[(6-cyclopropylpyridin-3-yl)oxy]methyl}-1,3,4-oxadiazol-2-yl)bicyclo[1.1.1]pentan-1-yl]acetamide thallium tin [Sn].[Tl].ClC1=C(C=C(OCC(=O)NC23CC(C2)(C3)C=3OC(=NN3)COC=3C=NC(=CC3)C3CC3)C=C1)F